ethyl-2-(6-chloro-2-(3,4-dimethoxyphenyl)-4-oxo-4H-chromen-3-yl)-2-oxoacetate C(C)OC(C(=O)C1=C(OC2=CC=C(C=C2C1=O)Cl)C1=CC(=C(C=C1)OC)OC)=O